FC1(C(N(C2=C(O1)C=C(C(=C2F)C2=C(C(=C(C(=C2F)F)F)F)F)F)[C@@H](C(=O)O)C)=O)F (R)-2-(2,2,5,7-tetrafluoro-3-oxo-6-(perfluorophenyl)-2,3-dihydro-4H-benzo[b][1,4]oxazin-4-yl)propanoic acid